4-(2'-(5-Cyclopropyl-4-methyl-1H-imidazol-2-yl)-3,4'-bipyridin-5-yl)morpholin C1(CC1)C1=C(N=C(N1)C1=NC=CC(=C1)C=1C=NC=C(C1)N1CCOCC1)C